C(C1CO1)N(CCCN(CC1CO1)CC1CO1)CC1CO1 N,N,N',N'-tetraglycidyl-1,3-diaminopropane